BrC1=CC=C2C(=NC(=NC2=C1F)Cl)N1CC(N(CC1)C(=O)[O-])CC#N 4-(7-bromo-2-chloro-8-fluoroquinazolin-4-yl)-2-(cyanomethyl)piperazine-1-carboxylate